tert-butyl 3-((7-((4-methyl-3-(methylsulfonyl)benzamido)methyl)-1,6-naphthyridin-2-yl)methyl)pyrrolidine-1-carboxylate CC1=C(C=C(C(=O)NCC2=NC=C3C=CC(=NC3=C2)CC2CN(CC2)C(=O)OC(C)(C)C)C=C1)S(=O)(=O)C